2-(acryloyloxy)ethyl-(trimethyl)ammonium chloride [Cl-].C(C=C)(=O)OCC[N+](C)(C)C